COC(COC1=C(C=CC=C1)N1C(NC2(C1)CCC(CC2)(C2=CC=CC=C2)N(C)C)=O)=O cis-2-(2-(8-(dimethylamino)-2-oxo-8-phenyl-1,3-diazaspiro[4.5]decan-3-yl)phenoxy)acetic acid methyl ester